(R)-3-(2-(3-(4-aminopyrido[3,2-d]pyrimidin-6-yl-2-d)phenyl)oxazol-4-yl)-3-hydroxy-1-methylpyrrolidin-2-one NC=1C2=C(N=C(N1)[2H])C=CC(=N2)C=2C=C(C=CC2)C=2OC=C(N2)[C@]2(C(N(CC2)C)=O)O